[Br].C1(CC1)NC1=CC=C(C(=N1)F)C1=C(C=NN1C1CCOCC1)C(=O)N[C@@H]1C(NC2=C(C(=N1)C1=CC=CC=C1)C=CC=C2)=O 5-[6-(cyclopropylamino)-2-fluoropyridin-3-yl]-N-[(3S)-2-oxo-5-phenyl-1,3-dihydro-1,4-benzodiazepine-3-Yl]-1-(oxacyclohex-4-yl)pyrazole-4-carboxamide bromine